C(C)(C)(C)[C@H]1CC[C@H](CC1)N(C(C1=CC(C(=O)N)=CC(=C1)NC(=O)[C@@H]1CC[C@@H](CC1)C(C)(C)C)=O)[C@@H]1CC[C@@H](CC1)C(C)(C)C N,N-bis(cis-4-tert-butylcyclohexyl)-5-(cis-4-tert-butylcyclohexylcarbonylamino)isophthalamide